1-isopropyl-2-methyl-6-(5-(2-methylpyridin-3-yl)-1H-pyrrolo[2,3-b]pyridin-3-yl)-1H-imidazo[4,5-b]pyridine C(C)(C)N1C(=NC2=NC=C(C=C21)C2=CNC1=NC=C(C=C12)C=1C(=NC=CC1)C)C